(4-[2-(PYRIMIDIN-2-YLSULFANYL)ETHOXY]PHENYL)BORANEDIOL N1=C(N=CC=C1)SCCOC1=CC=C(C=C1)B(O)O